5-[[6-chloro-5-(4-morpholinophenyl)-2-oxo-indolin-3-ylidene]-hydroxy-methyl]-4-methyl-3H-thiazol-2-one ClC1=C(C=C2C(C(NC2=C1)=O)=C(C1=C(NC(S1)=O)C)O)C1=CC=C(C=C1)N1CCOCC1